S[C@@H]1CN(CC1)C(=O)OC(C)(C)C (S)-tert-butyl 3-mercaptopyrrolidine-1-carboxylate